C1(CCCC1)N1C(C=CC2=C1N=C(N=C2)NC2=NC=CC=C2)=O 8-cyclopentyl-2-(pyridin-2-ylamino)-8H-pyrido[2,3-d]pyrimidin-7-one